1,3,5,7-tetraoxido-2,4,6,8,9,10-hexaoxa-1,3,5,7-tetrasilatricyclo[3.3.1.13,7]decane [O-][Si]12O[Si]3(O[Si](O[Si](O1)(O3)[O-])(O2)[O-])[O-]